ClC=1C=C(C=C2C(=NC=NC12)N[C@@H](C)C=1N(N=CN1)C1=NC=CC=N1)OC(F)F 8-chloro-6-(difluoromethoxy)-N-[(1S)-1-(2-pyrimidin-2-yl-1,2,4-triazol-3-yl)ethyl]quinazolin-4-amine